7-(2-((3aS,4R,6aR)-4-(4-amino-7H-pyrrolo[2,3-d]pyrimidin-7-yl)-2,2-dimethyl-3a,6a-dihydro-4H-cyclopenta[d][1,3]dioxol-6-yl)propyl)-3-bromo-5-fluoroquinolin-2-amine NC=1C2=C(N=CN1)N(C=C2)[C@@H]2C=C([C@H]1OC(O[C@H]12)(C)C)C(CC1=CC(=C2C=C(C(=NC2=C1)N)Br)F)C